NC1=CC(=[N+](C=C1C1=CC(=C(C=C1)C)C)[O-])C(NC1CS(C=C1)(=O)=O)=O 4-amino-5-(3,4-dimethylphenyl)-2-((1,1-dioxido-2,3-dihydrothiophen-3-yl)carbamoyl)pyridine 1-oxide